ClC=1C=C(C(=O)N2CC=3C(=NN4C3C(N(C[C@H]4C(=O)NC)[C@H](C)C4=NC=CC=C4)=O)C[C@H]2C)C=CC1Cl (3R,7s)-2-(3,4-dichlorobenzoyl)-N,3-dimethyl-10-oxo-9-((R)-1-(pyridin-2-yl)Ethyl)-1,2,3,4,7,8,9,10-octahydropyrido[4',3':3,4]Pyrazolo[1,5-a]Pyrazine-7-carboxamide